3-(9-(1-((6-chloro-3'-fluoro-[2,4'-bipyridyl]-3-yl)amino)ethyl)-4,7-dimethyl-5-oxo-4,5-dihydro-3H-pyrazolo[3,4-c]isoquinolin-3-yl)-N,N-dimethylpyrrolidine-1-carboxamide ClC1=CC=C(C(=N1)C1=C(C=NC=C1)F)NC(C)C=1C=2C3=C(N(C(C2C=C(C1)C)=O)C)N(N=C3)C3CN(CC3)C(=O)N(C)C